2-chloro-5-fluoro-3-[[(4S)-2-oxoimidazolidin-4-yl]methoxy]benzoic acid ethyl ester C(C)OC(C1=C(C(=CC(=C1)F)OC[C@H]1NC(NC1)=O)Cl)=O